NC1=CC=C(C=N1)OC1=CC=C(C=C1)NC(=O)NC1=CC(=CC=C1)F 1-(4-((6-aminopyridin-3-yl)oxy)phenyl)-3-(3-fluorophenyl)urea